ClC1=C(C(=O)NC2(CC2)C#N)C=C(C=C1)C=1C=NN(C1)C=1N(N=C(C1C(F)(F)F)OCCCCC(=C(F)F)F)C 2-chloro-N-(1-cyanocyclopropyl)-5-[1-[2-methyl-5-(5,6,6-trifluorohex-5-enyloxy)-4-(trifluoromethyl)pyrazol-3-yl]pyrazol-4-yl]benzamide